ClC1=CC(=C(C=C1)CNC(=O)[C@H]1N(C[C@@H](C1)O)C(C(C(C)C)C1=CC(=NO1)C)=O)O (2S,4R)-N-[(4-chloro-2-hydroxyphenyl)methyl]-4-hydroxy-1-[3-methyl-2-(3-methyl-1,2-oxazol-5-yl)butanoyl]pyrrolidine-2-carboxamide